ClC=1C=C(C(=C(C1)C(C)=O)OCC(C(F)(F)F)O)F 1-[5-chloro-3-fluoro-2-(3,3,3-trifluoro-2-hydroxypropoxy)phenyl]ethanone